methyl (2S)-2-(tert-butoxycarbonylamino)-3-hydroxy-propanoate C(C)(C)(C)OC(=O)N[C@H](C(=O)OC)CO